tert-butyl (1-((1-((2R,4R,5R)-3,3-difluoro-4-hydroxy-5-(hydroxymethyl)oxolan-2-yl)-2-oxo-1,2-dihydropyrimidin-4-yl)amino)-3-methyl-1-oxobutan-2-yl)carbamate FC1([C@@H](O[C@@H]([C@H]1O)CO)N1C(N=C(C=C1)NC(C(C(C)C)NC(OC(C)(C)C)=O)=O)=O)F